N-(6-bromobenzo[d]thiazol-2-yl)-1-methylpiperidine-4-carboxamide BrC1=CC2=C(N=C(S2)NC(=O)C2CCN(CC2)C)C=C1